C(C)(C)C1=C(C=CC(=C1)O)S(=O)(=O)C1=C(C=C(C=C1)O)C(C)C bis-(2-isopropyl-4-hydroxyphenyl) sulfone